ClC=1C=CC(=C(C1)N1CC(N(CC1=O)[C@@H](C(=O)NC1=CC2=CN(N=C2C=C1)C)CC1=CC=C(C=C1)F)=O)N1N=NC(=C1)Cl (R)-2-(4-(5-chloro-2-(4-chloro-1H-1,2,3-triazol-1-yl)phenyl)-2,5-dioxopiperazin-1-yl)-3-(4-fluorophenyl)-N-(2-methyl-2H-indazol-5-yl)propanamide